Methyl 3-(trifluoromethyl) benzoate COC(=O)C1=CC(=CC=C1)C(F)(F)F